(cis)-tert-Butyl 1-benzyl-3a-fluoro-3-hydroxyhexahydropyrrolo[3,4-b]pyrrole-5(1H)-carboxylate C(C1=CC=CC=C1)N1C2C(C(C1)O)(CN(C2)C(=O)OC(C)(C)C)F